4-(1-(4-(2-cyclopropylethyl)phenyl)-3-(methoxymethyl)-1H-indazol-6-yl)pyridin-2-amine C1(CC1)CCC1=CC=C(C=C1)N1N=C(C2=CC=C(C=C12)C1=CC(=NC=C1)N)COC